N-(5-(2-methoxy-3-(1-(1-((6-(pyrrolidine-1-carbonyl)pyridin-2-yl)methyl)azetidin-3-yl)-1H-pyrazol-4-yl)phenyl)-8-(methylamino)pyrido[3,4-c]pyridazin-3-yl)cyclopropanecarboxamide COC1=C(C=CC=C1C=1C=NN(C1)C1CN(C1)CC1=NC(=CC=C1)C(=O)N1CCCC1)C1=CN=C(C=2N=NC(=CC21)NC(=O)C2CC2)NC